(4Z)-4-(1,3-Benzoxazol-6-ylmethylene)-2-(cyclooctylamino)-1H-imidazol-5-one O1C=NC2=C1C=C(C=C2)\C=C\2/N=C(NC2=O)NC2CCCCCCC2